COC(C1=C(C(=CC(=C1)C1=NNN=C1)C1CCC1)C)=O cyclobutyl-2-methyl-5-(2H-1,2,3-triazol-4-yl)benzoic acid methyl ester